methyl 4-(5,5-dimethyl-1,3,2-dioxaborinan-2-yl)-6-methylnicotinate CC1(COB(OC1)C1=CC(=NC=C1C(=O)OC)C)C